(E)-N'-(6-bromo-3-chloropyrazin-2-yl)-N,N-dimethylmethanimidamide BrC1=CN=C(C(=N1)/N=C/N(C)C)Cl